NC1CCN(CC1)C1=C(C=NC2=CC=C(C=C12)C1=C(C(=CC(=C1)F)C=NOC)O)C1=CC(=CC(=C1)F)F 2-[4-(4-Aminopiperidin-1-yl)-3-(3,5-difluorophenyl)chinolin-6-yl]-4-fluoro-6-[(methoxyimino)methyl]phenol